(S)-6-fluoro-3-((3-fluorobenzyl)amino)-5-(4-methylpentan-2-yl)-4H-benzo[e][1,2,4]thiadiazine 1,1-dioxide FC=1C=CC2=C(NC(=NS2(=O)=O)NCC2=CC(=CC=C2)F)C1[C@@H](C)CC(C)C